N1=CN=CC2=C1CN(C2)C=2OC=1C(=NC(=CC1)C1=C(C=C(C=C1C)C(F)(F)F)O)N2 2-[2-(5,7-dihydropyrrolo[3,4-d]pyrimidin-6-yl)oxazolo[4,5-b]pyridin-5-yl]-3-methyl-5-(trifluoromethyl)phenol